CC=1SC=2CN(CCC2N1)C=1C(=CC=2C(=NC=CN2)N1)C 2-methyl-5-(7-methylpyrido[2,3-b]pyrazin-6-yl)-4,5,6,7-tetrahydrothiazolo[5,4-c]pyridine